CSNC(=O)C=1N=COC1SC N,5-dimethylthio-oxazole-4-carboxamide